S1(CCC(CC1)C(=O)N)(=O)=O Tetrahydro-2H-thiopyran-4-carboxamide 1,1-dioxide